1-{2-[(3R)-3-methylmorpholin-4-yl]-6-[(1H-pyrazol-5-yl)amino]pyridin-4-yl}cyclopentane-1-carbonitrile C[C@H]1N(CCOC1)C1=NC(=CC(=C1)C1(CCCC1)C#N)NC1=CC=NN1